C(C)NC(C1=C(C=CC(=C1)NCC1=CC(=C(C=C1)OC)F)N1CCOCC1)=O n-ethyl-5-((3-fluoro-4-methoxybenzyl)amino)-2-morpholinobenzamide